CN1C[C@H](CC1)OC1=CC=C2CCN(CC2=C1)C(=O)OC(C)(C)C tert-butyl (S)-7-((1-methylpyrrolidin-3-yl) oxy)-3,4-dihydroisoquinoline-2(1H)-carboxylate